FC(C(=O)O)(C1=C(C(=C(C(=C1)F)F)F)F)F α,α,2,3,4,5-hexafluoro-benzeneacetic acid